ClC=1C=C(C=CC1Cl)C(C(=O)N1CC2=C(N=C(NC2=O)C2(CC2)C2=CC=CC=C2)CC1)O 6-(2-(3,4-dichlorophenyl)-2-hydroxyacetyl)-2-(1-phenylcyclopropyl)-5,6,7,8-tetrahydropyrido[4,3-d]pyrimidin-4(3H)-one